FC1=CC=C(C=C1)C1=CC(=C(C=N1)C1(CN(CC1)C(=O)OC(C)(C)C)O)C1=NN(C=C1)C tert-butyl 3-(6-(4-fluorophenyl)-4-(1-methyl-1H-pyrazol-3-yl)pyridin-3-yl)-3-hydroxypyrrolidine-1-carboxylate